C1=CC=C(C2=CC=CC=C12)N(C1(C=2C=CC=CC2C(C2=CC=CC=C12)NC1=CC=CC2=CC=CC=C12)NC1=CC=CC2=CC=CC=C12)C1=CC=CC2=CC=CC=C12 10-di-4-naphthylamino-9,10-di-(4-naphthylamino)anthracene